trans-4-Phenyl-3-buten C1(=CC=CC=C1)/C=C/CC